[C@H]12CN(C[C@H](CC1)N2)C=2C1=C(N=C(N2)OCCC=2C=NN(C2)C)C(=C(N=C1)C1=CC=CC2=CC=CC(=C12)Cl)F 4-((1R,5S)-3,8-diazabicyclo[3.2.1]octan-3-yl)-7-(8-chloronaphthalen-1-yl)-8-fluoro-2-(2-(1-methyl-1H-pyrazol-4-yl)ethoxy)pyrido[4,3-d]pyrimidine